S1C2=C(C(=C1)C=1N(C(C=3N=CN(C3N1)C(C)C)=O)CCC(=O)N)C=CC=C2 3-(2-(benzo[b]thiophen-3-yl)-9-isopropyl-6-oxo-6,9-dihydro-1H-purin-1-yl)propanamide